8-bromooctyl (4-nitrophenyl) carbonate C(OCCCCCCCCBr)(OC1=CC=C(C=C1)[N+](=O)[O-])=O